N-[5-(2-chloro-5-cyanophenyl)-1-trityl-1H-indazol-3-yl]-1-(propan-2-yl)piperidine-4-carboxamide ClC1=C(C=C(C=C1)C#N)C=1C=C2C(=NN(C2=CC1)C(C1=CC=CC=C1)(C1=CC=CC=C1)C1=CC=CC=C1)NC(=O)C1CCN(CC1)C(C)C